methyl (R)-5-(6-((2-fluoro-3-hydroxy-3-methylbutyl)carbamoyl)-7-(isopropylamino)pyrazolo[1,5-a]pyrimidin-2-yl)nicotinate F[C@H](CNC(=O)C=1C=NC=2N(C1NC(C)C)N=C(C2)C=2C=NC=C(C(=O)OC)C2)C(C)(C)O